4-bromo-5-methoxy-4'-fluoro-(E)-stilbene BrC1=CC=C(C=C1OC)\C=C\C1=CC=C(C=C1)F